C(C)(C)(C)[SiH]([SiH3])C(C)(C)C di-t-butyldisilane